OC1(C(C=CC(=C1)O)O)O 1,2,5-trihydroxyphenol